1-(4-(1-((4-(4-(3-oxa-8-azabicyclo[3.2.1]octan-8-yl)-7H-pyrrolo[2,3-d]pyrimidin-6-yl)phenyl)amino)-2,2,2-trifluoroethyl)piperidin-1-yl)prop-2-en-1-one C12COCC(CC1)N2C=2C1=C(N=CN2)NC(=C1)C1=CC=C(C=C1)NC(C(F)(F)F)C1CCN(CC1)C(C=C)=O